(1-(2-chloro-5-(1-(tetrahydro-2H-pyran-4-yl)-1H-pyrazol-4-yl)pyridin-4-yl)-3-methylpyrrolidin-3-yl)methanol ClC1=NC=C(C(=C1)N1CC(CC1)(C)CO)C=1C=NN(C1)C1CCOCC1